COC(C1=C(C=CC(=C1)C(F)(F)F)C=1C=C2CCN(C(C2=CC1)=O)C1=CC(=C(C=C1)O)NS(=O)C)=O 2-(2-(4-hydroxy-3-(methylsulfinylamino)phenyl)-1-oxo-1,2,3,4-tetrahydroisoquinolin-6-yl)-5-(trifluoromethyl)benzoic acid methyl ester